CC1=C(C=C(C=C1)C=1C(=NC=CC1C(=O)N)C(F)(F)F)C1=CC(=NC(=C1)N1CCOCC1)C#CCNC (4-methyl-3-{2-[3-(methylamino)prop-1-yn-1-yl]-6-(morpholin-4-yl)pyridin-4-yl}phenyl)-2-(trifluoromethyl)pyridine-4-carboxamide